(2R,6R)-N-{2-benzyl-2-azaspiro[3.3]heptan-6-yl}-4-(5-methoxypyrimidin-2-yl)-2,6-dimethylpiperazine-1-carboxamide C(C1=CC=CC=C1)N1CC2(C1)CC(C2)NC(=O)N2[C@@H](CN(C[C@H]2C)C2=NC=C(C=N2)OC)C